4-amino-3-iodo-1-methyl-1H-pyrrolo[3,2-c]pyridine-7-carbonitrile NC1=NC=C(C2=C1C(=CN2C)I)C#N